N6-capryloyl-L-lysine C(CCCCCCC)(=O)NCCCC[C@H](N)C(=O)O